7-(pyridin-3-yl)-1H,4H,5H,6H,7H,8H-pyrrolo[2,3-c]azepin-8-one N1=CC(=CC=C1)N1C(C2=C(CCC1)C=CN2)=O